BrC1=C(C(=C(C=C1)C=1C(=NNC1)C(F)(F)F)F)F 4-(4-bromo-2,3-difluorophenyl)-3-(trifluoromethyl)-1H-pyrazole